C(CCCCC#C)OCC1=NN(C(=C1)C(=O)O)C 3-((hept-6-yn-1-yloxy)methyl)-1-methyl-1H-pyrazole-5-carboxylic acid